OC1=C(OC2=C(C(=CC(=C2C1=O)O)O)OC)C1=CC(=C(C=C1)O)OC 3,5,7,4'-tetrahydroxy-8,3'-dimethoxyflavone